C(C)(C)(C)OC(N[C@@H]1[C@@H](OCC12CCN(CC2)C2=NC(=C(N=C2CO)SC2=C(C=1N(C=C2)C=CN1)Cl)C)C)=O ((3S,4S)-8-(5-((8-Chloroimidazo[1,2-a]pyridin-7-yl)thio)-3-(hydroxymethyl)-6-methylpyrazin-2-yl)-3-methyl-2-oxa-8-azaspiro[4.5]decan-4-yl)carbamic acid tert-butyl ester